2,2-Bis-(4-hydroxyphenyl)-phenyl-methan OC1=CC=C(C=C1)C1(C(C=CC=C1)C)C1=CC=C(C=C1)O